2,2'-((1-(4,7-bis(carboxymethyl)-1,4,7-triazonan-1-yl)-4-(4-isothiocyanatophenyl)butan-2-yl)azanediyl)diacetic acid C(=O)(O)CN1CCN(CCN(CC1)CC(=O)O)CC(CCC1=CC=C(C=C1)N=C=S)N(CC(=O)O)CC(=O)O